C(C)(C)(C)OC=1C=C2CC[C@@H]([C@@H](C2=CC1)C1=CC=C(C=C1)N1CCC2(CC[C@@H](CO2)C(OC)OC)CC1)C1=CC=CC=C1 (S)-9-(4-((1R,2S)-6-(tert-butoxy)-2-phenyl-1,2,3,4-tetrahydronaphthalen-1-yl)phenyl)-3-(dimethoxymethyl)-1-oxa-9-azaspiro[5.5]undecane